6-(isoxazol-4-ylmethoxy)-N-(2-methylpyrimidin-5-yl)isoquinolin-1-amine O1N=CC(=C1)COC=1C=C2C=CN=C(C2=CC1)NC=1C=NC(=NC1)C